1-(3-methoxypropyl)-N,N,1,1-tetramethylsilanamine COCCC[Si](N(C)C)(C)C